2-(aminomethyl)-N-methylpyridin-3-amine NCC1=NC=CC=C1NC